N1-(2,6-dibenzyloxy-3-pyridinyl)-3-iodo-benzene-1,2-diamine C(C1=CC=CC=C1)OC1=NC(=CC=C1NC=1C(=C(C=CC1)I)N)OCC1=CC=CC=C1